Cyanomethyl (2S)-2-[[([4-[2-(4-fluorophenyl)acetamido]phenyl]methoxy)carbonyl]amino]-4-(methylsulfanyl)-4-oxobutanoate FC1=CC=C(C=C1)CC(=O)NC1=CC=C(C=C1)COC(=O)N[C@H](C(=O)OCC#N)CC(=O)SC